N(CC(=O)NN)CC(=O)NN iminodiacetic hydrazide